(S)-2-amino-3-(4'-(4-(4-(25-amino-2,5,8,11,14,17,20,23-octaoxapentacosyl)-1H-1,2,3-triazol-1-yl)butoxy)-2'-ethyl-[1,1'-biphenyl]-4-yl)propanoic acid N[C@H](C(=O)O)CC1=CC=C(C=C1)C1=C(C=C(C=C1)OCCCCN1N=NC(=C1)COCCOCCOCCOCCOCCOCCOCCOCCN)CC